7-(tert-butyl)-2-chloro-8-hydroxy-3-(3-methoxypropoxy)-10-oxo-6,7,10,11-tetrahydrooxepino[3,2-b:4,5-b']dipyridine-9-carboxylic acid C(C)(C)(C)C1COC=2C(=NC(=C(C2)OCCCOC)Cl)C=2NC(C(=C(C21)O)C(=O)O)=O